1-methyl-4-(4-ethyl-3-pentenyl)-3-cyclohexen-1-carbaldehyde CC1(CC=C(CC1)CCC=C(C)CC)C=O